(2R)-2-{3-[2-(difluoromethoxy)pyridin-4-yl]isoxazol-5-yl}-1,1-difluoro-6-azaspiro[2.5]octane-6-sulfonamide FC(OC1=NC=CC(=C1)C1=NOC(=C1)[C@@H]1C(C12CCN(CC2)S(=O)(=O)N)(F)F)F